1-(3-tert-butoxycarbonyl-aminopropyl)-1H-pyrazole-4-carboxylic acid C(C)(C)(C)OC(=O)C(CCN1N=CC(=C1)C(=O)O)N